NC1=NC=NN2C1=CC=C2[C@]2([C@@H]([C@@H]([C@H](O2)COP(=O)(OC2=CC=CC=C2)N[C@H](C(=O)OCC(CC)CC)C)O)O)C#N 2-ethylbutyl (2S)-[[[(2R,3S,4R,5R)-5-(4-aminopyrrolo[2,1-f][1,2,4]triazin-7-yl)-5-cyano-3,4-dihydroxyoxolan-2-yl]methoxy-phenoxyphosphoryl]amino]propanoate